2-methylnaphthalene bromo-triphenylphosphine salt BrC1=C(C=CC=C1)P(C1=CC=CC=C1)C1=CC=CC=C1.CC1=CC2=CC=CC=C2C=C1